(R)-N-(2-(3-fluorophenyl)-1-hydroxypropan-2-yl)-4-(5-methyl-2-((1-methyl-1H-pyrazol-5-yl)amino)pyrimidin-4-yl)oxazole-2-carboxamide FC=1C=C(C=CC1)[C@@](CO)(C)NC(=O)C=1OC=C(N1)C1=NC(=NC=C1C)NC1=CC=NN1C